methyl 4-(3-iodo-4-methyl-pyrazol-1-yl)-2-methoxy-benzoate IC1=NN(C=C1C)C1=CC(=C(C(=O)OC)C=C1)OC